FC(OC1=C(C=CC=C1)[C@H]1CCN2[C@H]1C1=CC(=CC=C1C2=O)C=2C=NC(=NC2)N2C[C@H]1N(CC2)C(NC1)=O)F (1r,9br)-1-(2-(difluoromethoxy)phenyl)-8-(2-((S)-3-oxohexahydroimidazo[1,5-a]pyrazin-7(1H)-yl)pyrimidin-5-yl)-2,3-dihydro-1H-pyrrolo[2,1-a]isoindol-5(9bH)-one